2-(2-(hydroxymethyl)phenyl)ethanol OCC1=C(C=CC=C1)CCO